N(=[N+]=[N-])CCCCCOS(=O)(=O)C1=CC=C(C=C1)C 1-[(5-azidopentyl)oxy]sulfonyl-4-methylbenzene